[4-(dibenzylamino)cyclohexyl]pyrrolidin-3-ol C(C1=CC=CC=C1)N(C1CCC(CC1)N1CC(CC1)O)CC1=CC=CC=C1